O=C1N(N=C2N1[C@@H](CCC2)C(=O)O)CC=2C=NC=C(C2)C(F)(F)F (5S)-3-Oxo-2-{[5-(trifluoromethyl)pyridin-3-yl]methyl}-2,3,5,6,7,8-hexahydro[1,2,4]triazolo[4,3-a]pyridine-5-carboxylic acid